C=12C3CC3CCC2=C(C=CC1)C(=O)O tricyclo[5.4.0.02,4]Undec-1(11),7,9-triene-8-carboxylic acid